S(=O)(=O)(O)O.C(C)C=1C(NC(=NC1CC)C1=C(C=CC(=C1)NC(CN1CCN(CC1)C)=O)OCCC)=O 5,6-diethyl-2-[2-n-propoxy-5-(2-(4-methylpiperazin-1-yl)acetamido)phenyl]pyrimidin-4(3H)-one sulfate